N-(5-(3-cyclopropylisoquinolin-6-yl)thiazol-2-yl)-1-isobutylpiperidine-4-carboxamide C1(CC1)C=1N=CC2=CC=C(C=C2C1)C1=CN=C(S1)NC(=O)C1CCN(CC1)CC(C)C